(1-(2-Oxoethyl)cyclopropyl)carbamic acid tert-butyl ester C(C)(C)(C)OC(NC1(CC1)CC=O)=O